2-[3,5-dichloro-4-([5-isopropyl-7H-pyrrolo[2,3-c]pyridazin-3-yl]oxy)phenyl]-3,5-dioxo-4H-1,2,4-triazine-6-carboxylic acid ClC=1C=C(C=C(C1OC1=CC2=C(N=N1)NC=C2C(C)C)Cl)N2N=C(C(NC2=O)=O)C(=O)O